C(C)(C)(C)OC(=O)NCCN(CCN)CCNC(=O)OC(C)(C)C N,N-bis[2-(tert-butoxycarbonylamino)ethyl]ethylenediamine